C(C)OC(/C=C/[C@@H]1N(CCCC1)C(=O)OC(C)(C)C)=O tert-butyl (R,E)-2-(3-ethoxy-3-oxoprop-1-en-1-yl)piperidine-1-carboxylate